[1-[[6-chloro-2-(1-methylpyrazol-4-yl)-3-pyridinyl]amino]ethyl]-3-[1-(2-hydroxy-2-methyl-propyl)-4-piperidinyl]-4,7-dimethyl-pyrazolo[3,4-c]isoquinolin-5-one ClC1=CC=C(C(=N1)C=1C=NN(C1)C)NC(C)C1=NN(C=2N(C(C=3C=C(C=CC3C21)C)=O)C)C2CCN(CC2)CC(C)(C)O